C(CCCCCCCCCCC=CCCCCC)(=O)N 12-octadecenamide